CC(C#CC1=CC2=C(OC[C@@H](C(N2C)=O)NC(=O)C2=NC=CC(=C2)OC=2C=NC=C(C2)F)C=C1)(C)C (S)-N-(7-mono(3,3-dimethylbut-1-yn-1-yl)-5-methyl-4-oxo-2,3,4,5-tetrahydrobenzo[b][1,4]oxazepin-3-yl)-4-((5-fluoropyridin-3-yl)oxy)pyridineamide